C(CCCCCCC\C=C/CCCCCCCC)P(OCCCCCCCC\C=C/CCCCCCCC)([O-])=O oleyl (oleyl phosphonate)